N1N=NC2=C1C=C(C=C2)C=2NC(C1=C(N2)C=NC(=C1)N(C1CCNCC1)C)=O 2-(1H-benzo[d][1,2,3]-triazol-6-yl)-6-(methyl-(piperidin-4-yl)amino)-pyrido[3,4-d]pyrimidin-4(3H)-one